C1(CC1)C(=O)N1CCC(CC1)N1CCC(CC1)C1CCC=2N(C1)C=C(N2)C2=CC(=C(C=C2)OC)OC cyclopropyl(4-(2-(3,4-dimethoxyphenyl)-5,6,7,8-tetrahydroimidazo[1,2-a]pyridin-6-yl)-[1,4'-bipiperidin]-1'-yl)methanone